OC1=C(C2=C(N(C1=O)CC=1C=NC=CC1)C=CS2)C(=O)O 6-hydroxy-5-oxo-4-(pyridin-3-ylmethyl)-4,5-dihydrothieno[3,2-b]pyridine-7-carboxylic acid